methyl (S)-4-(1-(3-(difluoromethyl)-1-methyl-5-(3-(trifluoromethyl)phenoxy)-1H-pyrazole-4-carboxamido)ethyl)-2,6-difluorobenzoate FC(C1=NN(C(=C1C(=O)N[C@@H](C)C1=CC(=C(C(=O)OC)C(=C1)F)F)OC1=CC(=CC=C1)C(F)(F)F)C)F